NC1=C(C(=NC=N1)N1C[C@H]([C@@H](CC1)F)N1C([C@@H](CCC1)NC1=CC(=CC(=C1)F)Cl)=O)F (3r,3'r,4'r)-1'-(6-amino-5-fluoropyrimidin-4-yl)-3-(3-chloro-5-fluorophenylamino)-4'-fluoro-1,3'-bipiperidin-2-one